FC1=C(C(=CC=C1)OCCCCC=C)F 1,2-difluoro-3-(hex-5-en-1-yloxy)benzene